3-(2,4-dimethoxyphenyl)-8,8-dimethyl-2H,8H-pyrano[2,3-f]chromen-2-one COC1=C(C=CC(=C1)OC)C1=CC=2C(=C3C=CC(OC3=CC2)(C)C)OC1=O